(E)-4-oxo-3-phenyl-1-(3-(3-(trifluoromethyl)phenyl)allyl)-4H-pyrido[1,2-a]pyrimidin-1-ium-2-ol O=C1C(=C([N+](=C2N1C=CC=C2)C\C=C\C2=CC(=CC=C2)C(F)(F)F)O)C2=CC=CC=C2